C(C(=C)C)(=O)OCSC=1SC(=NN1)SCCCC 2-methacryloxymethylthio-5-n-butylthio-1,3,4-thiadiazole